(±)-cis-N-(8-amino-6-(6-methyl-1H-benzo[d]imidazol-5-yl)isoquinolin-3-yl)-2-fluorocyclopropanecarboxamide NC=1C=C(C=C2C=C(N=CC12)NC(=O)[C@H]1[C@H](C1)F)C1=CC2=C(NC=N2)C=C1C |r|